C1(CC1)C(C)C1=C(SC=C1C=1C=C2C(=NC1)NC(=C2)C2=CC=C(C=C2)F)C(=O)N (1-Cyclopropylethyl)-4-(2-(4-fluorophenyl)-1H-pyrrolo[2,3-b]pyridin-5-yl)-thiophene-2-carboxamide